3-[4-[4-(4-oxocyclohexyl)-1-piperidinyl]phenyl]piperidine-2,6-dione O=C1CCC(CC1)C1CCN(CC1)C1=CC=C(C=C1)C1C(NC(CC1)=O)=O